1-bromo-3-chloro-5-methylbenzene BrC1=CC(=CC(=C1)C)Cl